ClC1=C2C(=C(N=N1)C1=C(C=C(C=C1)C(F)(F)F)O)OC=C2 2-(4-chlorofuro[2,3-d]pyridazin-7-yl)-5-(trifluoromethyl)phenol